C(C(O)CO)OC(CCCCCCC\C=C/CCCCCCCC)=O monooleoyl glyceryl ether